(1R,3R)-3-acetamido-N-((S)-(2,3-dichloro-6-fluorophenyl)(1-methylcyclopentyl)methyl)-1-methylcyclopentane-1-carboxamide C(C)(=O)N[C@H]1C[C@@](CC1)(C(=O)N[C@@H](C1(CCCC1)C)C1=C(C(=CC=C1F)Cl)Cl)C